[S-]C#N.CSC=1SC2=C(N1)C=CC=C2 2-(methylthio)-benzothiazole thiocyanate